N1-(1H-Imidazol-5-yl)-N3-(6-(4-isopropyl-4H-1,2,4-triazol-3-yl)pyridin-2-yl)isophthalamide N1C=NC=C1NC(C1=CC(C(=O)NC2=NC(=CC=C2)C2=NN=CN2C(C)C)=CC=C1)=O